CC1=C(C(=CC=C1)C1=CC=C(C=C1)C(F)(F)F)C(=O)NCC1(NC(NC1=O)=O)C=1N(C=CN1)C methyl-N-{[4-(1-methyl-1H-imidazol-2-yl)-2,5-dioxoimidazolidin-4-yl]methyl}-4'-(trifluoromethyl)[1,1'-biphenyl]-2-carboxamide